Methyl 2-(4-(4-((4-chloro-2-fluorobenzofuran-7-yl)methoxy)-5-fluoropyrimidin-2-yl)cyclohexyl)acetate ClC1=CC=C(C2=C1C=C(O2)F)COC2=NC(=NC=C2F)C2CCC(CC2)CC(=O)OC